C(C=C)[C@H]1N(CCOC1)C1=C(C=C(C(=N1)C(=O)O)[N+](=O)[O-])C(F)(F)F 6-[(3R)-3-allyl-morpholin-4-yl]-3-nitro-5-(trifluoromethyl)pyridine-2-carboxylic acid